ClC=1C(=C(C=CC1)CNC(CNC(C)CC(C)C)=O)F N-(3-chloro-2-fluorophenylmethyl)-2-(4-methylpent-2-ylamino)acetamide